FC1C2(CCC3=CC(=CC=C13)O)OCCO2 fluoro-3',4'-dihydro-1'H-spiro[[1,3]dioxolane-2,2'-naphthalen]-6'-ol